5-(4-(hexyloxy)-1,2,5-thiadiazol-3-yl)-1-methyl-1-((2-phenylacetoxy)methyl)-1,2,3,6-tetrahydropyridin-1-ium iodide [I-].C(CCCCC)OC=1C(=NSN1)C1=CCC[N+](C1)(COC(CC1=CC=CC=C1)=O)C